3-methoxy-4-({3-[4-({1-[2-(4-methylpiperazin-1-yl)-2-oxoethyl]piperidin-4-yl}amino)-1-(2,2,2-trifluoroethyl)-1H-indol-2-yl]prop-2-yn-1-yl}amino)benzene-1-sulfonamide COC=1C=C(C=CC1NCC#CC=1N(C2=CC=CC(=C2C1)NC1CCN(CC1)CC(=O)N1CCN(CC1)C)CC(F)(F)F)S(=O)(=O)N